tert-butyl (3S,4R)-4-(5-chloro-2-pyridyl)-3-methyl-piperidine-1-carboxylate ClC=1C=CC(=NC1)[C@H]1[C@@H](CN(CC1)C(=O)OC(C)(C)C)C